1,1'-(decane-1,10-diyl)bis(N-octylpyridin-4(1H)-imine) C(CCCCCCCCCN1C=CC(C=C1)=NCCCCCCCC)N1C=CC(C=C1)=NCCCCCCCC